N-ethyl-4-(methoxymethyl)-6-(2-methoxyphenyl)-9H-pyrido[3,4-b]indole-3-carboxamide C(C)NC(=O)C1=C(C2=C(NC3=CC=C(C=C23)C2=C(C=CC=C2)OC)C=N1)COC